NC(C(CCC(=O)OC(C)(C)C)N1C(C2=CC=C(C=C2C1)C[C@@H]1[C@H](CCCC1)N[C@H]1CC(CC1)(F)F)=O)=O |o1:22,23,29| tert-butyl 5-amino-4-(5-(((1R,2S)-rel-2-(((R)-3,3-difluorocyclopentyl)amino)cyclohexyl)methyl)-1-oxoisoindolin-2-yl)-5-oxopentanoate